BrC=1C=C2CCCN(C2=CC1C(F)F)C1=CC2=C(C(=N1)C1CCS(CC1)(=O)=O)N(C(N2C)=O)C 6-(6-bromo-7-(difluoromethyl)-3,4-dihydroquinolin-1(2H)-yl)-4-(1,1-dioxidotetrahydro-2H-thiopyran-4-yl)-1,3-dimethyl-1,3-dihydro-2H-imidazo[4,5-c]pyridin-2-one